C(=O)(OC(C)(C)C)NC(C(C)(C)N)=O N-BOC-2-aminoisobutyramide